ClC1=CC(=CN1S(=O)(=O)C)C(=O)N1C(CC1)C(=O)NC=1SC=C(N1)C1=NC(=CC=C1)N1C[C@@H](O[C@@H](C1)C)C 1-(5-chloro-1-(methylsulfonyl)-1H-pyrrole-3-carbonyl)-N-(4-(6-((2S,6R)-2,6-dimethylmorpholino)pyridin-2-yl)thiazol-2-yl)azetidine-2-carboxamide